FC1=C(C(=C(C(=C1F)F)F)F)OS(=O)(=O)C=1C=C2C=CC(N(C2=CC1)C1=C(C=C(C=C1)Br)OC)=O racemic-1-(4-bromo-2-methoxyphenyl)-2-oxo-1,2-dihydroquinoline-6-sulfonic acid perfluorophenyl ester